COC1=CC=C(C=C1)CC(=COCCC1=CC=CC=C1)C 1-methoxy-4-(2-methyl-3-phenethyloxy-allyl)benzene